N-[2-[1-[2-[4-[(2,6-dioxo-3-piperidyl)amino]phenyl]ethyl]-4-piperidyl]-7-isopropoxy-imidazo[1,2-a]pyridin-6-yl]-6-(trifluoromethyl)pyridine-2-carboxamide formate salt C(=O)O.O=C1NC(CCC1NC1=CC=C(C=C1)CCN1CCC(CC1)C=1N=C2N(C=C(C(=C2)OC(C)C)NC(=O)C2=NC(=CC=C2)C(F)(F)F)C1)=O